1-methyl-piperidin-2-one CN1C(CCCC1)=O